ClC1=CC2=C(C=N1)C(=NN2)CC 6-chloro-3-ethyl-1H-pyrazolo[4,3-C]pyridine